C(C)(C)C1=C(C=CC(=C1)C(=O)O)C1=CC=CC=C1 isopropyl-[1,1'-biphenyl]-4-carboxylic acid